N-(2,2'-dichloro-3'-(5-formyl-4-methoxypyrimidin-2-yl)-[1,1'-biphenyl]-3-yl)-1-ethyl-5-methyl-4,5,6,7-tetrahydro-1H-imidazo[4,5-c]pyridine-2-carboxamide ClC1=C(C=CC=C1NC(=O)C=1N(C2=C(CN(CC2)C)N1)CC)C1=C(C(=CC=C1)C1=NC=C(C(=N1)OC)C=O)Cl